C(C=C)(=O)OCC(C)OC(C=C)=O propyleneglycol diacrylate